7-chlorobenzo[d]thiazol-6-amine ClC1=C(C=CC=2N=CSC21)N